O=C1NC(CCC1N1C(C2=CC=C(C=C2C1=O)C#CCOCCOCCN(C(OC(C)(C)C)=O)C)=O)=O tert-butyl N-[2-[2-[3-[2-(2,6-dioxo-3-piperidyl)-1,3-dioxo-isoindolin-5-yl]prop-2-ynoxy]ethoxy]ethyl]-N-methyl-carbamate